copper zinc chromium aluminum [Al].[Cr].[Zn].[Cu]